C1(CC1)C([C@@H](C(=O)NC1=C(C=C(C=C1)C(C(NCC(F)(F)F)=O)CC)F)NC(=O)C1=CC=NN1C(C)C)C1CC1 N-((2S)-1,1-dicyclopropyl-3-((2-fluoro-4-(1-oxo-1-((2,2,2-trifluoroethyl)amino)butan-2-yl)phenyl)amino)-3-oxopropan-2-yl)-1-isopropyl-1H-pyrazole-5-carboxamide